C(C)(C)(C)OC(=O)N1C(C(C(C1)(C)C)F)=O 3-fluoro-4,4-dimethyl-2-oxopyrrolidine-1-carboxylic acid tert-butyl ester